[3-(difluoromethyl)-1-[4-(hydroxymethyl)cyclohexyl]pyrazol-4-yl]-5-[(1R,4R)-2-oxa-5-azabicyclo[2.2.1]heptan-5-yl]pyrazolo[1,5-a]pyrimidine-3-carboxamide FC(C1=NN(C=C1C1=NN2C(N=C(C=C2)N2[C@H]3CO[C@@H](C2)C3)=C1C(=O)N)C1CCC(CC1)CO)F